The molecule is an aminoacridine that is acridine in which the hydrogen at position 9 is replaced by an amino group. A fluorescent dyd and topical antiseptic agent, it is used (usually as the hydrochloride salt) in eye drops for the treatment of superficial eye infections. It has a role as an antiinfective agent, an antiseptic drug, a fluorescent dye, a MALDI matrix material, an acid-base indicator and a mutagen. It is a member of aminoacridines and a primary amino compound. It is a conjugate base of a 9-aminoacridine(1+). C1=CC=C2C(=C1)C(=C3C=CC=CC3=N2)N